[O].[Ar].[F] Fluorine Argon Oxygen